5-iodo-7H-pyrrolo[2,3-d]pyrimidin-4-amine IC1=CNC=2N=CN=C(C21)N